C(C)(C)(C)C1=NOC(=C1)C=1C(=CC2=C(N(C([C@H](CS2)NC(OC(C)(C)C)=O)=O)CC2=CC=C(C=C2)Cl)C1)F tert-butyl N-[(3R)-7-(3-tert-butylisoxazol-5-yl)-5-[(4-chlorophenyl)methyl]-8-fluoro-4-oxo-2,3-dihydro-1,5-benzothiazepin-3-yl]carbamate